(S)-2-amino-N-(5-(1,4-dimethyl-1H-pyrazol-5-yl)pyridin-2-yl)-2-((1r,4S)-4-methylcyclohexyl)acetamide dihydrochloride Cl.Cl.N[C@H](C(=O)NC1=NC=C(C=C1)C1=C(C=NN1C)C)C1CCC(CC1)C